C1(CC1)C=1C(=CC=2N(N1)C(=CN2)C2=C(C=C(C(=N2)N[C@H]2CNC[C@@H]2F)F)F)OC 6-(6-cyclopropyl-7-methoxyimidazo[1,2-b]pyridazin-3-yl)-3,5-difluoro-N-((3S,4S)-4-fluoropyrrolidin-3-yl)pyridin-2-amine